ClC=1C=C(C=CC1C(=O)N1CCN(CC1)C(=O)C1CCNCC1)NC(=O)C=1N(C(=CN1)C=1C(=NC(=CC1)N(C)C)F)C N-[3-chloro-4-[4-(piperidine-4-carbonyl)piperazine-1-carbonyl]phenyl]-5-[6-(dimethylamino)-2-fluoro-3-pyridyl]-1-methyl-imidazole-2-carboxamide